ClC=1C=CC=2N(C1)N=CC2C(=O)NC2=C(C=C(C(=C2)C2=NN=C(N2)C2CC2)F)C 6-Chloro-N-[5-(5-cyclopropyl-4H-1,2,4-triazol-3-yl)-4-fluoro-2-methylphenyl]pyrazolo[1,5-a]pyridine-3-carboxamide